[4-(aminomethyl)piperidin-1-yl]-[2-ethyl-4-[[3-(3-fluoro-4-methoxyphenyl)imidazo[1,2-a]pyrazin-8-yl]amino]phenyl]methanone NCC1CCN(CC1)C(=O)C1=C(C=C(C=C1)NC=1C=2N(C=CN1)C(=CN2)C2=CC(=C(C=C2)OC)F)CC